COC1=CC=CC(=N1)C1=C(NC2=CC=C(C=C12)CNC(=O)C=1C(=NC=NC1)C)C N-[[3-(6-methoxy-2-pyridyl)-2-methyl-1H-indol-5-yl]methyl]-4-methyl-pyrimidine-5-carboxamide